ClC1=C(C=CC(=C1)F)C1=CC=NC2=CC(=CC=C12)O[C@@H](C(=O)N1C[C@H](CC1)C(=O)OCC)C ethyl (3S)-1-[(2R)-2-[[4-(2-chloro-4-fluoro-phenyl)-7-quinolyl]oxy]propanoyl]pyrrolidine-3-carboxylate